3-((3-methacrylamidopropyl)dimethylammonio)-propane-1-sulfonate C(C(=C)C)(=O)NCCC[N+](CCCS(=O)(=O)[O-])(C)C